C(C)(=O)OC(C)COC 3-methoxypropan-2-yl acetate